3-((2S)-2-hydroxy-3-(8-(5,6,7,8-tetrahydronaphthalen-2-ylsulfonyl)-1-oxa-8-azaspiro[4.5]decan-3-ylamino)propoxy)-N,N-dimethylbenzenesulfonamide O[C@H](COC=1C=C(C=CC1)S(=O)(=O)N(C)C)CNC1COC2(C1)CCN(CC2)S(=O)(=O)C2=CC=1CCCCC1C=C2